2-{[(4-fluorophenyl)cyclobutyl]amino}-4-(trifluoromethyl)pyrimidine-5-carboxamide FC1=CC=C(C=C1)C1(CCC1)NC1=NC=C(C(=N1)C(F)(F)F)C(=O)N